ClC1=C(C(=CC=C1)Cl)N1CC(C1)C=1C=CC(=NC1)CN1CC(C1)(C)CC(=O)O.C(#N)C(C(=O)NC)=CC=1SC=CN1 2-cyano-N-methyl-3-(thiazol-2-yl)acrylamide 1-((5-(1-(2,6-dichlorophenyl)azetidin-3-yl)pyridin-2-yl)methyl)-3-methylazetidin-3-yl-acetate